2-ethyl-caproic acid cerium [Ce].C(C)C(C(=O)O)CCCC